2-(tert-butyl)-N-(4-(2-(isopropylamino)pyrimidin-4-yl)-2-methylbenzyl)thiazole-5-carboxamide C(C)(C)(C)C=1SC(=CN1)C(=O)NCC1=C(C=C(C=C1)C1=NC(=NC=C1)NC(C)C)C